C1C(CS(=O)(=O)O)O1 3-epoxypropanesulfonic acid